tert-Butyl-5'-(3-(((1-(2-((tert-butyldimethylsilyl)oxy)ethyl)-1H-pyrazol-4-yl)methyl)(methyl)carbamoyl)-2-fluorophenyl)-4'-chlorospiro[cyclopentane-1,3'-pyrrolo[2,3-b]pyridin] C(C)(C)(C)C=1C2(C=3C(=NC=C(C3Cl)C3=C(C(=CC=C3)C(N(C)CC=3C=NN(C3)CCO[Si](C)(C)C(C)(C)C)=O)F)N1)CCCC2